3-Cyclopropyl-2-fluoroaniline C1(CC1)C=1C(=C(N)C=CC1)F